4-amino-3-bromo-1H-pyrazolo[3,4-d]Pyrimidine NC1=C2C(=NC=N1)NN=C2Br